tert-Butyl (5-(5-methoxy-2-(methoxymethyl)phenyl)-1,3,4-thiadiazol-2-yl)carbamate COC=1C=CC(=C(C1)C1=NN=C(S1)NC(OC(C)(C)C)=O)COC